2-methacryloyl-Oxyethyltri-n-propoxysilane C(C(=C)C)(=O)OCC[Si](OCCC)(OCCC)OCCC